NC1=NC=CC=C1C1=NC=2C(=NC(=CC2)C2=CC=CC=C2)N1C=1C=CC(=NC1C)NC(=O)[C@@H]1CC[C@H](CC1)C(=O)N trans-N-(5-(2-(2-aminopyridin-3-yl)-5-phenyl-3H-imidazo[4,5-b]pyridin-3-yl)-6-methylpyridin-2-yl)cyclohexane-1,4-dicarboxamide